6-quinolinecarboxyamide N1=CC=CC2=CC(=CC=C12)CC(=O)N